6-[(1S,2S)-2-fluorocyclopropaneamido]-4-[(3-methanesulfonylpyridin-2-yl)amino]-N-(2H3)methylpyridazine-3-carboxamide F[C@@H]1[C@@H](C1)C(=O)NC1=CC(=C(N=N1)C(=O)NC([2H])([2H])[2H])NC1=NC=CC=C1S(=O)(=O)C